2-{4-[4-(2-Chloro-5-cyano-3-{[8-cyano-4-(cyclopropylamino)pyrazolo[1,5-a][1,3,5]triazin-2-yl]amino}phenyl)piperazin-1-yl]piperidin-1-yl}-2-oxoacetamide ClC1=C(C=C(C=C1NC1=NC=2N(C(=N1)NC1CC1)N=CC2C#N)C#N)N2CCN(CC2)C2CCN(CC2)C(C(=O)N)=O